N-(3-(4,4-difluoropiperidin-1-yl)-4-(hydroxymethyl)phenyl)-4-(ethylsulfonamido)-2-(6-azaspiro[2.5]octan-6-yl)benzamide FC1(CCN(CC1)C=1C=C(C=CC1CO)NC(C1=C(C=C(C=C1)NS(=O)(=O)CC)N1CCC2(CC2)CC1)=O)F